2-[4-[2-[3-[4-amino-1-(2,2,2-trifluoro-1-methyl-ethyl)pyrazolo[3,4-d]pyrimidin-3-yl]-5-cyclopropyl-isoxazol-4-yl]pyrimidin-5-yl]piperidine-1-carbonyl]oxyacetic acid NC1=C2C(=NC=N1)N(N=C2C2=NOC(=C2C2=NC=C(C=N2)C2CCN(CC2)C(=O)OCC(=O)O)C2CC2)C(C(F)(F)F)C